7-(1-Methyl-1H-pyrazol-4-yl)-5-{[(6S)-5-oxa-8-azaspiro[3.5]non-6-yl]methoxy}-1,6-naphthyridine CN1N=CC(=C1)C1=NC(=C2C=CC=NC2=C1)OC[C@H]1OC2(CCC2)CNC1